5-chloro-4-(chloromethyl)-1-methylimidazole ClC1=C(N=CN1C)CCl